6-bromo-3-(methylcarbamoyl)-1H-indazole-1-carboxylic acid tert-butyl ester C(C)(C)(C)OC(=O)N1N=C(C2=CC=C(C=C12)Br)C(NC)=O